O=C1N(N=C(C=C1C(=O)NC(C(F)(F)F)C(C)(C)O)C1=CC=C(C=C1)C(F)(F)F)C=1C=NC=CC1 3-oxo-2-(pyridin-3-yl)-N-(1,1,1-trifluoro-3-hydroxy-3-methylbut-2-yl)-6-[4-(trifluoromethyl)phenyl]-2,3-dihydropyridazine-4-carboxamide